BrC1=CC(=C(C=C1Cl)NC(=O)N1CCN(CC1)C)F N-(4-Bromo-5-chloro-2-fluorophenyl)-4-methylpiperazine-1-carboxamide